1,1-dimethylethyl [(1R)-2-({4-[(3,3-dimethyl-2,3-dihydro-1-benzofuran-4-yl)oxy]phenyl}amino)-1-methyl-2-oxoethyl]carbamate CC1(COC2=C1C(=CC=C2)OC2=CC=C(C=C2)NC([C@@H](C)NC(OC(C)(C)C)=O)=O)C